1-[N,N-bis(hydroxyethyl)aminomethyl]-5-methylbenzotriazole OCCN(CCO)CN1N=NC2=C1C=CC(=C2)C